CC1(CC(CC1)OC=1C=C(C=CC1)B1OC(C(O1)(C)C)(C)C)C 2-(3-((3,3-dimethylcyclopentyl)oxy)phenyl)-4,4,5,5-tetramethyl-1,3,2-dioxaborolane